ammonia nitrogen sodium persulfate S(=O)(=O)([O-])OOS(=O)(=O)[O-].[Na+].[N+3].N.S(=O)(=O)([O-])OOS(=O)(=O)[O-]